C1(=CC=CC=C1)C=1C=C2C(=NC1)NC(N2CCN2CCCC2)=O 6-phenyl-1-(2-pyrrolidin-1-ylethyl)-3H-imidazo[4,5-b]pyridin-2-one